lithium lanthanum zirconium gallium aluminum [Al].[Ga].[Zr].[La].[Li]